C(CC(O)(C(=O)O)CC(=O)O)(=O)O.C(CCCCCCC)C(CCCCCCCCCCCO)(CCCCCCCC)CCCCCCCC trioctyldodecanol citrate